methyl 4-oxo-3-phenyl-3,4-dihydrophthalazine-1-carboxylate O=C1N(N=C(C2=CC=CC=C12)C(=O)OC)C1=CC=CC=C1